N1(CCOCC1)C(=O)C1=CC=C(C=C1)C1=CC=CC=C1 4'-(Morpholine-4-carbonyl)biphenyl